FC1(CCN(CC1)S(=O)(=O)C1=C(C=C(C=C1)OC)C1=CC=CC=C1)C(=O)NC\C=C\S(=O)(=O)C (E)-4-fluoro-1-((5-methoxy-[1,1'-biphenyl]-2-yl)sulfonyl)-N-(3-(methylsulfonyl)allyl)piperidine-4-carboxamide